4-(4-(tert-butoxy)-4-oxobutoxy)-1-oxoisoindoline C(C)(C)(C)OC(CCCOC1=C2CNC(C2=CC=C1)=O)=O